COC([C@@H](NC(=O)OC(C)(C)C)[C@@H](OCC1=CC=CC=C1)C)=O O-benzyl-N-(tert-butoxycarbonyl)-L-allothreonine methyl ester